(4-amino-[1,2,4]triazolo[4,3-a]quinoxalin-8-yl)(3-methyl-5-(5-(trifluoromethyl)pyridin-2-yl)morpholino)methanone NC=1C=2N(C3=CC(=CC=C3N1)C(=O)N1C(COCC1C1=NC=C(C=C1)C(F)(F)F)C)C=NN2